N-(5-bromo-1H-pyrazolo[3,4-b]pyridin-3-yl)-4-(4-methylpiperazin-1-yl)benzamide BrC=1C=C2C(=NC1)NN=C2NC(C2=CC=C(C=C2)N2CCN(CC2)C)=O